(E)-8-Tridecenyl acetate C(C)(=O)OCCCCCCC\C=C\CCCC